6-chloro-N-(3-(dimethylamino)propyl)-3-(4-hydroxy-3-methoxybenzoyl)-4-oxo-4H-chromene-2-carboxamide ClC=1C=C2C(C(=C(OC2=CC1)C(=O)NCCCN(C)C)C(C1=CC(=C(C=C1)O)OC)=O)=O